4-((6-(azetidin-1-yl)-8-methoxy-[1,2,4]triazolo[1,5-a]pyridin-2-yl)amino)-6-(cyclopropanecarboxamido)-N-methylpyridazine-3-carboxamide N1(CCC1)C=1C=C(C=2N(C1)N=C(N2)NC2=C(N=NC(=C2)NC(=O)C2CC2)C(=O)NC)OC